C(C)/C(=C/OCCOCCOCCOCCCC)/CCCC (Z)-16-ethyl-5,8,11,14-tetraoxaicos-15-ene